FC1=CC(=C(C=C1)C1=CC=C(C=C1)O[C@H]1[C@H](COC1)NS(=O)(=O)C(C)C)C N-{(3S,4S)-4-[(4'-fluoro-2'-methyl-biphenyl-4-yl)oxy]tetra-hydrofuran-3-yl}propane-2-sulfonamide